C(C)C1=C(C=CC=C1N=C=S)F 2-ethyl-1-fluoro-3-isothiocyanatobenzene